P(=O)(O)(O)O.C1=CC(=CC=C1O)C.C1=CC(=CC=C1O)C di-p-cresol phosphate